cyclopropylformyl chloride C1(CC1)C(=O)Cl